BrC1(C(C=CC=C1)(C)Br)C 1,2-dibromoxylene